(S)-2-((((9H-fluoren-9-yl)methoxy)carbonyl)amino)-4-(ethyl(phenyl)amino)butanoic acid hydrochloride Cl.C1=CC=CC=2C3=CC=CC=C3C(C12)COC(=O)N[C@H](C(=O)O)CCN(C1=CC=CC=C1)CC